FC=1C=C(CC=2NC(=NN2)C(=O)OCC)C=C(C1)C ethyl 5-(3-fluoro-5-methylbenzyl)-4H-1,2,4-triazole-3-carboxylate